5-(2-((3R or S)-3-((4,5-dihydro-1H-imidazol-2-yl)(ethoxy)methyl)-3-(2-(5-fluorothiophen-2-yl)ethyl)pyrrolidin-1-yl)propan-2-yl)-2-methylpyridine N1C(=NCC1)C([C@]1(CN(CC1)C(C)(C)C=1C=CC(=NC1)C)CCC=1SC(=CC1)F)OCC |o1:6|